1-(2,3,8,8-tetramethyl-1,2,3,4,6,7,8,8a-octahydronaphthalen-2-yl)ethan-1-one CC1(CC2C(CCC=C2CC1C)(C)C)C(C)=O